NC1=CC(=C(C=C1OC)N1CCC(CC1)N1CCN(CC1)C(=O)OC(C)(C)C)CC tert-butyl 4-(1-(4-amino-2-ethyl-5-methoxyphenyl) piperidin-4-yl)piperazine-1-carboxylate